FC(C(=O)O)(F)F.FC1=C(C=CC(=C1)F)S(=O)(=O)NC=1C(=NC=C(C1)C=1C=C2C(=NC=NC2=CC1)C=1CCNCC1)OC 2,4-Difluoro-N-(2-methoxy-5-(4-(1,2,3,6-tetrahydropyridin-4-yl)quinazolin-6-yl)pyridin-3-yl)benzenesulfonamide trifluoroacetate